N1=CC=C2N1CCCN2C=2C=NC=1CCN(CC1C2)C=2C(=C(C=1N(N2)C(C(=C(N1)C)F)=O)C)C 7-(3-(6,7-dihydropyrazolo[1,5-a]pyrimidin-4(5H)-yl)-7,8-dihydro-1,6-naphthyridin-6(5H)-yl)-3-fluoro-2,8,9-trimethyl-4H-pyrimido[1,2-b]pyridazin-4-one